5-chloro-2-(difluoromethyl)-N-((1r,4r)-4-((3-hydroxy-2-oxo-3-phenylindolin-1-yl)methyl)cyclohexyl)nicotinamide ClC=1C=NC(=C(C(=O)NC2CCC(CC2)CN2C(C(C3=CC=CC=C23)(C2=CC=CC=C2)O)=O)C1)C(F)F